BrC1=C2C(CCC(C2=CC=C1)(C)C)(C)C 5-bromo-1,1,4,4-tetramethyl-1,2,3,4-tetrahydronaphthalene